CN1C(CC2=CC(=CC=C12)B1OC(C(O1)(C)C)(C)C)=O 1-Methyl-5-(4,4,5,5-tetramethyl-1,3,2-dioxaborolan-2-yl)indolin-2-one